ClC=1C=C(OCCOC2=C3C(=C(C(C3=CC=C2)=O)C=2C=NC=NC2)C=2N=CSC2C)C=CC1Cl (2-(3,4-dichlorophenoxy)ethoxy)-3-(5-methylthiazol-4-yl)-2-(pyrimidin-5-yl)-1H-inden-1-one